3-(1-methyl-7-(((R)-pyrrolidin-3-yl)methoxy)-1H-indazol-3-yl)piperidine-2,6-dione hydrochloride Cl.CN1N=C(C2=CC=CC(=C12)OC[C@H]1CNCC1)C1C(NC(CC1)=O)=O